8-Methoxy-6-nitrophenanthro[3,4-d]-1,3-dioxole-5-carboxylic acid COC1=CC=CC=2C3=C(C(=CC12)[N+](=O)[O-])C(=CC=1OCOC13)C(=O)O